1-(5,6,7,8-tetrahydroquinolin-8-yl)ethanone N1=CC=CC=2CCCC(C12)C(C)=O